ClC(C)C=1OC2=C(C1)C=CC(=C2)[2H] 2-(1-chloroethyl)(6-2H)-1-benzofuran